N4-(benzo[d]oxazolin-2(3H)-one-5-yl)-N2-[3-fluoro-2-(4-methylpiperazin-1-yl)pyridine-5-yl]-5-methyl-2,4-pyrimidinediamine O1C(NC2=C1C=CC(=C2)NC2=NC(=NC=C2C)NC=2C=C(C(=NC2)N2CCN(CC2)C)F)=O